Cl.ClC=1C=C(C=CC1F)NC1=NC=NC2=CC(=C(C=C12)NC(\C=C\CN1C(CNCC1)C)=O)OC (E)-N-(4-((3-chloro-4-fluorophenyl)amino)-7-methoxyquinazolin-6-yl)-4-(2-methylpiperazin-1-yl)but-2-enamide hydrochloride